L-rutinose O[C@@H]1[C@@H](O)[C@H](O)[C@@H](O)[C@@H](O1)CO[C@@H]1[C@@H](O)[C@@H](O)[C@H](O)[C@H](O1)C